C(C1=CC=CC=C1)[C@@H](COC)NC1=C(C=NC2=CC=CC=C12)[N+](=O)[O-] N-[(1S)-1-benzyl-2-methoxy-ethyl]-3-nitro-quinolin-4-amine